3-fluoro-4-(5-(hydroxymethyl)benzofuran-7-yl)picolinonitrile FC=1C(=NC=CC1C1=CC(=CC=2C=COC21)CO)C#N